OC1=C(C=CC(=C1)OCCCCCCCC)C1=NC(=NC(=N1)C1=CC=C(C=C1)C)C1=CC=C(C=C1)C 2-[2-hydroxy-4-octyloxyphenyl]-4,6-bis(4-methylphenyl)-1,3,5-triazine